C(C)(C)N1C=CC=2C(=NC(=CC21)NC2=NC=NC(=C2)C)OC2CN(CC2)C(C=C)=O 1-(3-((1-isopropyl-6-((6-methylpyrimidin-4-yl)amino)-1H-pyrrolo[3,2-c]pyridin-4-yl)oxy)pyrrolidin-1-yl)prop-2-en-1-one